2-((3-(2-chloro-3-(1,4-benzodioxan-6-yl)anilino)-1-methylindazol-6-ylidene)amino)-2-methyl-3-hydroxypropionic acid ClC1=C(NC=2NN(C3=CC(C=CC23)=NC(C(=O)O)(CO)C)C)C=CC=C1C1=CC2=C(OCCO2)C=C1